FC(C1=CC(=CN=N1)C(=O)N)(F)F 6-(trifluoromethyl)pyridazine-4-carboxamide